NCC1CNC2=C(C=CC=C2C1)N 3-(aminomethyl)-1,2,3,4-tetrahydroquinolin-8-amine